5-ethyl-cyclohexane-1,3-dione C(C)C1CC(CC(C1)=O)=O